N-({5-[5-(difluoromethyl)-1,3,4-oxadiazol-2-yl]-1,3-thiazol-2-yl}methyl)-N-(5-methylpyridin-3-yl)propane-1-sulfonamide FC(C1=NN=C(O1)C1=CN=C(S1)CN(S(=O)(=O)CCC)C=1C=NC=C(C1)C)F